C(C)(C)(C)S(=O)\N=C\C1=C(C(=O)N(C)C)C=C(N=C1Cl)N1[C@@H](COCC1)C 3-((E)-((tert-butylsulfinyl)imino)methyl)-2-chloro-N,N-Dimethyl-6-((R)-3-methylmorpholinyl)isonicotinamide